2-methyl-4-(methylamino)-N-(5-methylthiazol-2-yl)benzamide CC1=C(C(=O)NC=2SC(=CN2)C)C=CC(=C1)NC